O1C2=C(C=C1)C=1C=CC=CC1C21C2=CC=CC=C2C=2C=CC(=CC21)C2=NC=NC=N2 6-(spiro[fluorene-9,8'-indeno[2,1-b]furan]-2-yl)-1,3,5-triazine